tert-butyl (2S,6R)-2,6-dimethyl-4-(2-methyl-4-nitrophenyl)piperazine-1-carboxylate C[C@@H]1N([C@@H](CN(C1)C1=C(C=C(C=C1)[N+](=O)[O-])C)C)C(=O)OC(C)(C)C